3-(6-Amino-1-(4-Amino-3-(Trifluoromethyl)Benzyl)-1h-Pyrazolo[3,4-d]Pyrimidin-4-Yl)-2-Fluorobenzonitrile NC1=NC(=C2C(=N1)N(N=C2)CC2=CC(=C(C=C2)N)C(F)(F)F)C=2C(=C(C#N)C=CC2)F